N-(3-((2-((3S,4R)-3-fluoro-4-(2-hydroxyethoxy)piperidin-1-yl)pyrimidin-4-yl)amino)-5-isopropyl-8-((2R,3S)-2-methyl-3-((methylsulfonyl)methyl)azetidin-1-yl)isoquinolin-6-yl)acrylamide F[C@H]1CN(CC[C@H]1OCCO)C1=NC=CC(=N1)NC=1N=CC2=C(C=C(C(=C2C1)C(C)C)NC(C=C)=O)N1[C@@H]([C@H](C1)CS(=O)(=O)C)C